4-methyltetracyclo[6.2.1.13,6.02,7]dodeca-9-ene-4-carboxylic acid methyl ester COC(=O)C1(C2C3C4C=CC(C3C(C1)C2)C4)C